C(C)(C)C1C(N=CN1)C(C)C diisopropylimidazoline